C1=CC=C(C=C1)NC2=NC(=NC3=CC=CC=C32)Cl 2-chloro-N-Phenylquinazolin-4-amine